NC1=NC(=NC(=N1)N)C1=CC=C(C=C1)Br 2,4-diamino-6-(4-bromophenyl)-1,3,5-triazine